3-(2-((1S,2R,5R)-adamantan-2-yl)acetoxy)-2-((((9Z,12Z)-octadeca-9,12-dienoyl)oxy)methyl)propyl 1-(pyridin-4-yl)piperidine-4-carboxylate N1=CC=C(C=C1)N1CCC(CC1)C(=O)OCC(COC(CC1C2CC3CC(CC1C3)C2)=O)COC(CCCCCCC\C=C/C\C=C/CCCCC)=O